C1(=CC=CC=C1)C1CC(C1=O)F 4-phenyl-2-fluorocyclobutanone